N[C@@H]1C2=C(OC13CCN(CC3)C=3N=CC(=NC3)SC=3C(=C1C(N(C=NC1=CC3)CC(C)(C)OC)=O)Cl)C=CC=C2 (R)-6-((5-(3-amino-3H-spiro[benzofuran-2,4'-piperidin]-1'-yl)pyrazin-2-yl)thio)-5-Chloro-3-(2-methoxy-2-methylpropyl)quinazolin-4(3H)-one